6-((bis(methyl-amino)methylene)amino)-N-(1-(pyrimidin-2-yl)ethyl)-N-((5-(trifluoromethyl)pyridin-2-yl)methyl)nicotinamide CNC(NC)=NC1=NC=C(C(=O)N(CC2=NC=C(C=C2)C(F)(F)F)C(C)C2=NC=CC=N2)C=C1